2-methyl-1,3-cyclopentanedione CC1C(CCC1=O)=O